tert-butyl (6aR)-4-chloro-3-(2-fluoro-6-hydroxyphenyl)-1-((R)-2-methylmorpholino)-12-oxo-6a,7,9,10-tetrahydro-12H-pyrazino[2,1-c]pyrido[3,4-f][1,4]oxazepine-8(6H)-carboxylate ClC1=C(N=C(C=2C(N3[C@@H](COC21)CN(CC3)C(=O)OC(C)(C)C)=O)N3C[C@H](OCC3)C)C3=C(C=CC=C3O)F